BrC=1C=C(C(=NC1OC1CC2=CC=CC=C2C1)C)N=CN(C)CC N'-(5-bromo-6-indan-2-yloxy-2-methyl-3-pyridyl)-N-ethyl-N-methylformamidine